C(C)(C)(C)OC(=O)N1CCSC2=C(C1)C=CC=C2Cl tert-butyl-9-chloro-2,3,4,5-tetrahydro-1,4-benzothiazepine-4-formate